3-bromo-1-((4-(dimethylamino)phenyl)carbamoyl)-5,6-dihydroimidazo[1,5-a]Pyrazine-7(8H)-carboxylic acid tert-butyl ester C(C)(C)(C)OC(=O)N1CC=2N(CC1)C(=NC2C(NC2=CC=C(C=C2)N(C)C)=O)Br